(2-BROMO-6-ETHOXY-4-FORMYLPHENOXY)ACETIC ACID BrC1=C(OCC(=O)O)C(=CC(=C1)C=O)OCC